tert-butyl [(1S)-1-{1-[5-(3-oxomorpholin-4-yl)pyridin-2-yl]-1H-1,2,4-triazol-5-yl}ethyl]carbamate O=C1N(CCOC1)C=1C=CC(=NC1)N1N=CN=C1[C@H](C)NC(OC(C)(C)C)=O